C(CCCCCC)OCCC/C=C/CC[Mg]Br (3E)-6-(heptoxymethyl)-3-hexenyl-magnesium bromide